ethyl 2-({6-[(1,3-benzothiazol-2-yl)amino]-4-ethyl-5-methylpyridazin-3-yl}amino)-1,3-thiazole-1-carboxylate S1C(=NC2=C1C=CC=C2)NC2=C(C(=C(N=N2)NC=2S(C=CN2)C(=O)OCC)CC)C